(5-(4-(trifluoromethyl)pyridin-2-yl)-1,3,4-oxadiazol-2-yl)methanone FC(C1=CC(=NC=C1)C1=NN=C(O1)C=O)(F)F